(R)-piperidine-3-carboxylic acid methyl ester COC(=O)[C@H]1CNCCC1